O.[N+](=O)([O-])[O-].[Hg+2].[N+](=O)([O-])[O-] Mercury(II) nitrate monohydrate